CSSC#N methylsulfanyl-thiocyanate